C(CCCCCCCCCCCCCCCCC)(=O)O.CCCCCCCCCCCCCCCCCCCC icosan monostearate